N6-Benzyladenine C1=CC=C(C=C1)CNC2=NC=NC3=C2NC=N3